BrC=1C2=C(N(N=C2C=CC1)C)CCCCl 4-bromo-3-(3-chloropropyl)-2-methyl-indazole